1-((6-methyl-5-((1-methyl-6-((1-methyl-1H-pyrazol-4-yl)amino)-1H-pyrazolo[3,4-d]pyrimidin-3-yl)amino)pyridin-3-yl)carbamoyl)cyclopropanecarbonyl piperazine-1-carboxylate N1(CCNCC1)C(=O)OC(=O)C1(CC1)C(NC=1C=NC(=C(C1)NC1=NN(C2=NC(=NC=C21)NC=2C=NN(C2)C)C)C)=O